C(C)(C)C1=CN=CC(=N1)NC1=NC=CC(=C1)COC1=CC=C(C2=CC=CC=C12)NC(N)=O 3-(4-((2-((6-isopropylpyrazin-2-yl)amino)pyridin-4-yl)methoxy)naphthalen-1-yl)urea